NC1=NC=2C3=C(C(CC2C=N1)(C)C)C(=NN3)C(=O)NC=3SC=C(N3)C(C(=O)O)(F)F (2-{[(8-amino-4,4-dimethyl-4,5-dihydro-1H-pyrazolo[4,3-H]quinazolin-3-yl)carbonyl]amino}-1,3-thiazol-4-yl)(difluoro)acetic acid